FC(C(C)(C)O)(F)C=1C(=C(C=CC1)[C@@H](C)NC1=NC(=NC2=CC3=C(C=C12)N(C([C@]3(C)O)=O)C)C)F (R)-4-(((R)-1-(3-(1,1-difluoro-2-hydroxy-2-methylpropyl)-2-fluorophenyl)ethyl)amino)-8-hydroxy-2,6,8-trimethyl-6H-pyrrolo[2,3-g]quinazolin-7(8H)-one